6-bromo-4-((6-chloro-5-(hydroxymethyl)-2-(methylthio)pyrimidin-4-yl)methyl)-1,2,3,4-tetrahydro-1,3-methanonaphthalen-4-ol BrC=1C=C2C(C3CC(C2=CC1)C3)(O)CC3=NC(=NC(=C3CO)Cl)SC